(R)-N-(1-(5-fluoro-2-(2-fluoroethoxy)phenyl)ethyl)-3-(1-methyl-1H-pyrazol-4-yl)pyrazolo[1,5-a]pyrimidine-5-amine FC=1C=CC(=C(C1)[C@@H](C)NC1=NC=2N(C=C1)N=CC2C=2C=NN(C2)C)OCCF